[Pd].CC1=C(C=CC=C1)P(C1=C(C=CC=C1)C)C1=C(C=CC=C1)C [tris(2-methylphenyl)phosphine] palladium (0)